FC1=CC=C(C=C1)CC(=O)NC=1C=C2CCN(C2=CC1)CC=1SC(=CC1)C 2-(4-Fluorophenyl)-N-[1-(5-methylthiophen-2-ylmethyl)-2,3-dihydro-1H-indol-5-yl]-acetamide